ClC1=CC(=CC(=N1)[C@H](CC(=O)OC)NC(C(CC(C)C)N1C(C=C(C(=C1)CCN(C)C)C(F)(F)F)=O)=O)C1=C2C(=CNC2=CC=C1C)Cl methyl (3S)-3-(6-chloro-4-(3-chloro-5-methyl-1H-indol-4-yl)pyridin-2-yl)-3-(2-(5-(2-(dimethylamino)ethyl)-2-oxo-4-(trifluoromethyl)pyridin-1(2H)-yl)-4-methylpentanamido)propanoate